5-(1,1,1-Trifluoropropan-2-yl)-1-((2-(trimethylsilyl)ethoxy)methyl)-1H-pyrrolo[3,2-c]pyridin-4(5H)-one FC(C(C)N1C(C2=C(C=C1)N(C=C2)COCC[Si](C)(C)C)=O)(F)F